CC(CCCCC)[O-] 2-heptanolate